BrC1=CC(=CC=C1)S(=O)(=O)C(F)(F)F 1-bromo-3-(trifluoro-methylsulfonyl)benzene